C1=C(C=CC2=CC=CC=C12)C1=NN(C2=NC=NC(=C21)N)CCC2=CC=CC=C2 3-(naphthalen-2-yl)-1-phenethyl-1H-pyrazolo[3,4-d]pyrimidin-4-amine